ClC=1C=CC(=C(C1)C1=CC(=C(N=N1)SCC1(C(OCC1)=O)C)NC1=CC(=NC=C1)NC(CCN1CCN(CC1)C)=O)F N-(4-{[6-(5-chloro-2-fluoro-phenyl)-3-{[(3-methyl-2-oxo-oxolan-3-yl)methyl]sulfanyl}-pyridazin-4-yl]amino}pyridin-2-yl)-3-(4-methylpiperazin-1-yl)propanamide